C(C)(C)(C)N1C(=CC2=CC=CC=C12)CC 1-(tert-butyl)2-ethyl-1H-indole